7-((5-fluoro-4-(8-fluoro-4-isopropyl-3,4-dihydro-2H-benzo[b][1,4]oxazin-6-yl)pyrimidin-2-yl)amino)-3,4-dihydroisoquinolin-1(2H)-one FC=1C(=NC(=NC1)NC1=CC=C2CCNC(C2=C1)=O)C1=CC2=C(OCCN2C(C)C)C(=C1)F